3-(2-(4-(4-(Benzyloxy)phenoxy)butyrylamino)benzoylamino)benzoic acid C(C1=CC=CC=C1)OC1=CC=C(OCCCC(=O)NC2=C(C(=O)NC=3C=C(C(=O)O)C=CC3)C=CC=C2)C=C1